1-(4-hydroxypiperidin-1-yl)-2-methylpropan-1-one OC1CCN(CC1)C(C(C)C)=O